FC=1C=C(C#N)C=CC1C=1C2=C(N=C(N1)N1CC(OCC1)C=1C=NN(C1)C)C(N(C(=N2)C(F)(F)F)C)=O 3-fluoro-4-(7-methyl-2-(2-(1-methyl-1H-pyrazol-4-yl)morpholino)-8-oxo-6-(trifluoromethyl)-7,8-dihydropyrimido[5,4-d]pyrimidin-4-yl)benzonitrile